tert-butyl N-[2-[5-[1-benzyloxy-5-hydroxy-1-(trifluoromethyl)pentyl]-1,3,4-oxadiazol-2-yl]-6-bromo-5-(trifluoromethyl)-3-pyridyl]carbamate C(C1=CC=CC=C1)OC(CCCCO)(C(F)(F)F)C1=NN=C(O1)C1=NC(=C(C=C1NC(OC(C)(C)C)=O)C(F)(F)F)Br